8-benzyl-12-methyl-4-oxa-8,12-diazadispiro[2.1.5.3]tridecan-13-one C(C1=CC=CC=C1)N1CCC2(OC3(CC3)C(N(C2)C)=O)CC1